C(C)OCCN1C=NC2=CC=C(C=C2C1=O)[N+](=O)[O-] 3-(2-ethoxyethyl)-6-nitroquinazolin-4(3H)-one